FC=1C=C(C=C2C3(C(NC12)=O)CCC3)O 7'-fluoro-5'-hydroxyspiro[cyclobutane-1,3'-indolin]-2'-one